(S)-ethyl 1-((1-((4-((2-bromophenoxy)methyl)phenyl)amino)-1-oxo-5-ureidopentan-2-yl)carbamoyl)cyclobutanecarboxylate BrC1=C(OCC2=CC=C(C=C2)NC([C@H](CCCNC(=O)N)NC(=O)C2(CCC2)C(=O)OCC)=O)C=CC=C1